FC1(CC1)C=1C=C(C(=O)NC2=CC(=C(C=C2)C)C=2C=NC3=CC(=NC=C3C2)NC)C=CN1 2-(1-fluorocyclopropyl)-N-(4-methyl-3-(7-(methylamino)-1,6-naphthyridin-3-yl)phenyl)isonicotinamide